ClC1=CC=C(C=C1)C#CC1=C(C=CC=C1)OC=C 1-(4-chlorophenylethynyl)-2-(vinyloxy)benzene